TRIFLUOROACETYL IODIDE FC(C(=O)I)(F)F